3,4-dichlorophenol acetate C(C)(=O)OC1=CC(=C(C=C1)Cl)Cl